(S)-N-[(R)-(5-chloro-4-ethyl-2-hydroxyphenyl)([1-[(4R)-2,2-dimethyl-1,3-dioxolane-4-carbonyl]piperidin-4-yl])methyl]-2-methylpropane-2-sulfinamide ClC=1C(=CC(=C(C1)[C@H](N[S@@](=O)C(C)(C)C)C1CCN(CC1)C(=O)[C@@H]1OC(OC1)(C)C)O)CC